C=C(C)C1CC=C(CC1)CO [4-(prop-1-en-2-yl)cyclohex-1-en-1-yl]methanol